NC1=C(C(=O)NC2CCN(CC2)C)C=CC(=N1)Br 2-amino-6-bromo-N-(1-methylpiperidin-4-yl)nicotinamide